The molecule is a synthetic analogue of vasopressin in which 3-mercaptopropionic acid replaces the cysteine residue at position 1 and D-arginine replaces the residue at position 8. An antidiuretic, it increases urine concentration and decreases urine production, and is used (usually as the trihydrate of the acetic acid salt) to prevent and control excessive thirst, urination, and dehydration caused by injury, surgery, and certain medical conditions. It is also used in the diagnosis and treatment of cranial diabetes insipidus and in tests of renal function. It has a role as a vasopressin receptor agonist, a renal agent and a diagnostic agent. C1C[C@H](N(C1)C(=O)[C@@H]2CSSCCC(=O)N[C@H](C(=O)N[C@H](C(=O)N[C@H](C(=O)N[C@H](C(=O)N2)CC(=O)N)CCC(=O)N)CC3=CC=CC=C3)CC4=CC=C(C=C4)O)C(=O)N[C@H](CCCN=C(N)N)C(=O)NCC(=O)N